Ethyl 2-(2,6-dimethyl-4-((5-oxo-4-(4-(trifluoromethyl) phenyl)-4,5-dihydro-1H-1,2,4-triazol-1-yl)methyl)phenoxy)acetate CC1=C(OCC(=O)OCC)C(=CC(=C1)CN1N=CN(C1=O)C1=CC=C(C=C1)C(F)(F)F)C